2-[(3R)-3-methylmorpholin-4-yl]-4-(1-methyl-1H-pyrazol-5-yl)-8-(1H-pyrazol-5-yl)-1,7-naphthyridine C[C@H]1N(CCOC1)C1=NC2=C(N=CC=C2C(=C1)C1=CC=NN1C)C1=CC=NN1